[Cl-].C1(=CC=CC=C1)[N+]#N BENZENEDIAZONIUM CHLORIDE